BrC=1C=C(N(N1)C1CCC1)C(=O)NC1=C(C=C(C=C1C(NC)=O)Cl)C 5-bromo-N-[4-chloro-2-methyl-6-(methylcarbamoyl)phenyl]-2-cyclobutyl-pyrazole-3-carboxamide